(R)-1-(2-chlorophenyl)ethyl (4-(6-methoxy-5-(methylsulfonamido)pyridin-2-yl)-1-methyl-1H-1,2,3-triazol-5-yl)carbamate COC1=C(C=CC(=N1)C=1N=NN(C1NC(O[C@H](C)C1=C(C=CC=C1)Cl)=O)C)NS(=O)(=O)C